methyl 3-[4-(5,8-dioxaspiro[3.4]octan-2-yl)-1H-pyrazol-1-yl]bicyclo[1.1.1]pentane-1-carboxylate C1C(CC12OCCO2)C=2C=NN(C2)C21CC(C2)(C1)C(=O)OC